FC1CC(N(C1)C(CN1N=NN=C1)=O)C(=O)NC(C1=NC=C(C=C1)C(C)C)C1=CC=CC=C1 4-fluoro-N-{phenyl[5-(propan-2-yl)pyridin-2-yl]methyl}-1-[2-(1H-1,2,3,4-tetrazol-1-yl)acetyl]pyrrolidine-2-carboxamide